Cyclopropyl-((3ar,6as)-3a,6a-dimethylhexahydropyrrolo[3,4-c]pyrrol-2(1H)-yl)methanone C1(CC1)C(=O)N1C[C@@]2(CNC[C@@]2(C1)C)C